[Cl-].C(CCC)OC1=CC=C(/C=C/C2=C(C[NH2+]CC3=CC=C(C=C3)Cl)C(=CC(=C2)OC)OC)C=C1 (E)-N-(2-(4-butoxystyryl)-4,6-dimethoxybenzyl)-1-(4-chlorophenyl)methylammonium chloride salt